C(C1=CC=CC=C1)[C@@H]1CN(CCN1C1=NC=C2C(=N1)N(N=C2C2=C(C(=C(C(=C2)C(F)(F)F)F)O)F)C)C(CCOC)=O (R)-1-(3-Benzyl-4-(3-(2,4-difluoro-3-hydroxy-5-(trifluoromethyl)phenyl)-1-methyl-1H-pyrazolo[3,4-d]pyrimidin-6-yl)piperazin-1-yl)-3-methoxypropan-1-one